N1(CCCCC1)C(=O)OC(N1C(NC2=C1C(=CC=C2)C(F)(F)F)=O)C(C)(C)C tert-butyl-((2-oxo-7-(trifluoromethyl)-2,3-dihydro-1H-benzo[d]imidazol-1-yl) methyl) piperidine-1-carboxylate